O(C)C(C(=O)C1=CC=CC=C1)(C1=CC=CC=C1)OC 2,2-dimethoxyl-2-phenyl-acetophenone